CC1=C(C(=O)N2CCNCC2)C=CC=C1 4-(2-methylbenzoyl)piperazine